FC1=C(C(=C2C=CNC2=C1)C=C1C(NC(S1)=O)=O)OC1=CC(=CC=C1)C=1NC(=CN1)C(C)(C1=CC=CC=C1)O 5-((6-fluoro-5-(3-(5-(1-hydroxy-1-phenylethyl)-1H-imidazol-2-yl)phenoxy)-1H-indol-4-yl)methylene)thiazolidine-2,4-dione